2,6-dimethyl-benzyl isocyanate CC1=C(CN=C=O)C(=CC=C1)C